9-[1-(3-hydroxypropyl)-1H-pyrazol-4-yl]-6-isopropyl-10-methoxy-2-oxo-6,7-dihydro-2H-pyrido[2,1-a]isoquinoline-3-carboxylic acid ethyl ester C(C)OC(=O)C=1C(C=C2N(C(CC3=CC(=C(C=C23)OC)C=2C=NN(C2)CCCO)C(C)C)C1)=O